C(CC)OC(=O)NCCOC(C(=C)C)=O 2-[(Propoxycarbonyl)amino]-ethylmethacrylat